4-[(1S,3S)-3-(but-2-ynoylamino)cyclohexyl]-3-chloro-5,6-difluoro-2-methyl-1H-indole-7-carboxamide C(C#CC)(=O)N[C@@H]1C[C@H](CCC1)C1=C2C(=C(NC2=C(C(=C1F)F)C(=O)N)C)Cl